2-((2R,6S)-4-(3-((5-chloro-4-(1H-indole-3-yl)pyrimidine-2-yl)amino)-5-cyclopropylbenzyl)-2,6-dimethylpiperazine-1-yl)ethane-1-ol ClC=1C(=NC(=NC1)NC=1C=C(CN2C[C@H](N([C@H](C2)C)CCO)C)C=C(C1)C1CC1)C1=CNC2=CC=CC=C12